CN(C1=NC=2N(C3=CC(=CC=C13)C#CC)C=NN2)C2=CC=CC=C2 N-methyl-N-phenyl-8-(prop-1-yn-1-yl)-[1,2,4]triazolo[4,3-a]quinazolin-5-amine